CN(S(=O)(=O)N1N=C(C=C1NC=1N=C(C2=C(N1)C=CO2)N2CCOCC2)C2=CC=NC=C2)C N,N-dimethyl-5-((4-morpholinofuro[3,2-d]pyrimidin-2-yl)amino)-3-(pyridin-4-yl)-1H-pyrazole-1-sulfonamide